Dimethylsilanediyl-(3-n-butyl-1H-inden-1-yl)(2-methyl-4-(4-tert-butylphenyl)-1H-inden-1-yl)zirconium dichloride [Cl-].[Cl-].C[Si](=[Zr+2](C1C(=CC2=C(C=CC=C12)C1=CC=C(C=C1)C(C)(C)C)C)C1C=C(C2=CC=CC=C12)CCCC)C